4-(oxazolidin-4-yl)-2-(trifluoromethyl)piperazine O1CNC(C1)N1CC(NCC1)C(F)(F)F